CN1C=NC=C(C1=O)C(=O)N 1-methyl-6-oxo-1,6-dihydropyrimidine-5-formamide